1-(5-(2-fluorophenyl)-4-methoxy-1-((6-methoxypyridin-3-yl)sulfonyl)-1H-pyrrol-3-yl)-N-methylmethylamine FC1=C(C=CC=C1)C1=C(C(=CN1S(=O)(=O)C=1C=NC(=CC1)OC)CNC)OC